C(C)(C)(C)OC(=O)N1CC2(C1)C=C(C2)B2OC(C(O2)(C)C)(C)C 6-(4,4,5,5-tetramethyl-1,3,2-dioxaborol-2-yl)-2-azaspiro[3.3]hept-5-ene-2-carboxylic acid tert-butyl ester